1-(4-(((4-(aminomethyl)benzyl)amino)methyl)benzyl)-2-butyl-1H-imidazo[4,5-d]thieno[3,2-b]pyridin-4-amine NCC1=CC=C(CNCC2=CC=C(CN3C(=NC=4C3=C3C(=NC4N)C=CS3)CCCC)C=C2)C=C1